OC1=CC=C(C=C1)CCN1C=NC2=C1C(=CC(=C2)C(=O)N)OC 1-(4-hydroxyphenylethyl)-7-methoxy-1H-benzo[d]imidazole-5-carboxamide